OC1=CC=C(C=C1)C1=CC(SS1)=S 5-(4-oxidanylphenyl)dithiole-3-thione